diethyl terephthalate C(C1=CC=C(C(=O)OCC)C=C1)(=O)OCC